C(C1=CC=CC=C1)SC=1C(=NC=C(C1)C=C)OC 3-(benzylthio)-2-methoxy-5-vinylpyridine